C(C)(C)NC(=O)C=C N-isopropylacrylamin